acryloyloxyethyl-2-bromoethylhydrogenphosphate C(C=C)(=O)OCCC(COP(=O)([O-])[O-])Br